tert-Butyl 4-(aminomethyl)benzylcarbamate NCC1=CC=C(CNC(OC(C)(C)C)=O)C=C1